(R)-(1-((4-(3-amino-4-methyl-1H-indazol-5-yl)-3-methylphenyl)sulfonyl)-4,4-difluoropyrrolidin-2-yl)methanol NC1=NNC2=CC=C(C(=C12)C)C1=C(C=C(C=C1)S(=O)(=O)N1[C@H](CC(C1)(F)F)CO)C